1-{3-[(1R)-1-{[2,8-dimethyl-6-(1-methyl-1H-pyrazole-4-sulfonyl)pyrido[3,4-d]pyrimidin-4-yl]amino}ethyl]-2-fluorophenyl}-1,1-difluoro-2-methylpropan-2-ol CC=1N=C(C2=C(N1)C(=NC(=C2)S(=O)(=O)C=2C=NN(C2)C)C)N[C@H](C)C=2C(=C(C=CC2)C(C(C)(O)C)(F)F)F